C1(CC1)NC(C([C@H](CCC(C)(F)F)NC(=O)[C@H]1N(CC[C@H](C1)C)C([C@H](C(C)(C)C)NC(OC)=O)=O)=O)=O methyl ((S)-1-((2S,4R)-2-(((S)-1-(cyclopropylamino)-6,6-difluoro-1,2-dioxoheptan-3-yl)carbamoyl)-4-methylpiperidin-1-yl)-3,3-dimethyl-1-oxobutan-2-yl)carbamate